3-((tert-butyldimethylsilyl)oxy)-5-hydroxypentyl 4,4-bis(octyloxy)butanoate C(CCCCCCC)OC(CCC(=O)OCCC(CCO)O[Si](C)(C)C(C)(C)C)OCCCCCCCC